ClC=1C=C(C=NC1OC)S(=O)(=O)N1CCC2(CC(CO2)N2CC3(COC3)C2)CC1 8-((5-chloro-6-methoxypyridin-3-yl)sulfonyl)-3-(2-oxa-6-azaspiro[3.3]hept-6-yl)-1-oxa-8-azaspiro[4.5]decane